acetyltaurine calcium salt monohydrate O.[Ca+2].C(C)(=O)NCCS(=O)(=O)[O-].C(C)(=O)NCCS(=O)(=O)[O-]